C(C)(C)(C)OO[SiH2][SiH2][SiH3] (t-butylperoxy)trisilane